N-(3-chloro-2-tolyl)pyridine-2,3-diamine ClC=1C(=C(C=CC1)C)NC1=NC=CC=C1N